N2-(((9H-fluoren-9-yl)methoxy)carbonyl)-N5-((2S)-2-hydroxy-2-((4'R,5R)-2,2,2',2'-tetramethyl-[4,4'-bi(1,3-dioxolan)]-5-yl)ethyl)-L-glutamine C1=CC=CC=2C3=CC=CC=C3C(C12)COC(=O)N[C@@H](CCC(NC[C@@H]([C@@H]1C(OC(O1)(C)C)[C@@H]1OC(OC1)(C)C)O)=O)C(=O)O